C(C1=CC=CC=C1)OC1=NC(=CC=C1N1C=NC(=C1)C1=CC(=CC=C1)Br)OCC1=CC=CC=C1 2,6-bis(benzyloxy)-3-(4-(3-bromophenyl)-1H-imidazol-1-yl)pyridine